3-(1-(1-((1-(4-((2,6-dioxopiperidin-3-yl)oxy)phenyl)piperidin-4-yl)methyl)piperidin-4-yl)-1H-1,2,3-triazol-4-yl)-4-(isopropylamino)-5H-pyrido[3,2-b]indole-7-carbonitrile O=C1NC(CCC1OC1=CC=C(C=C1)N1CCC(CC1)CN1CCC(CC1)N1N=NC(=C1)C1=C(C=2NC=3C=C(C=CC3C2N=C1)C#N)NC(C)C)=O